2-((4S,7S,9aS)-8,8-dimethyl-4-((S)-2-(methylamino)propanamido)-5-oxooctahydropyrrolo[2,1-b][1,3]thiazepine-7-carboxamido)-2-phenylacetic acid CC1(C[C@@H]2SCC[C@@H](C(N2[C@@H]1C(=O)NC(C(=O)O)C1=CC=CC=C1)=O)NC([C@H](C)NC)=O)C